C(=O)C1=C(C=2N(C=N1)N=CC2C(=O)OC)OC Methyl 5-formyl-4-methoxypyrazolo[1,5-c]pyrimidine-3-carboxylate